(E)-4-(dimethylamino)-N-[1-[2-[(1-ethyl-3-methyl-pyrazol-4-yl)amino]-5-fluoro-pyrimidin-4-yl]-3-methyl-pyrrolo[2,3-b]pyridin-5-yl]but-2-enamide CN(C/C=C/C(=O)NC=1C=C2C(=NC1)N(C=C2C)C2=NC(=NC=C2F)NC=2C(=NN(C2)CC)C)C